2,2,2-trifluoroethyl 2-oxo-2-[(5S)-5-methyl-2-(2,3,4,5,6-pentadeuteriophenyl)-1-piperidyl]acetate O=C(C(=O)OCC(F)(F)F)N1C(CC[C@@H](C1)C)C1=C(C(=C(C(=C1[2H])[2H])[2H])[2H])[2H]